N-{(1R)-1-cyano-2-[(3S)-2-oxopyrrolidin-3-yl]ethyl}-N2-[2-(cyclohexyloxy)propanoyl]-4-methyl-L-leucinamide C(#N)[C@@H](C[C@H]1C(NCC1)=O)NC([C@@H](NC(C(C)OC1CCCCC1)=O)CC(C)(C)C)=O